C[Si](CCOCN1N=CC(=C1)O[C@@H]1CN(CC1)C(=O)OC(C)(C)C)(C)C (S)-tert-butyl 3-((1-((2-(trimethylsilyl)ethoxy)methyl)-1H-pyrazol-4-yl)oxy)pyrrolidine-1-carboxylate